N1CCC12CN(C2)C=2C=CC=1N=CN=C(C1N2)NC2=CC(=CC=C2)OC2=CC=CC=C2 6-(1,6-diazaspiro[3.3]heptan-6-yl)-N-(3-phenoxyphenyl)pyrido[3,2-d]pyrimidin-4-amine